rac-tert-butyl (3aR,6aS)-5-(2-chloro-4-fluorophenoxy)hexahydrocyclopenta[c]pyrrole-2(1H)-carboxylate ClC1=C(OC2C[C@@H]3[C@@H](CN(C3)C(=O)OC(C)(C)C)C2)C=CC(=C1)F